O[C@@H]([C@@H](C)[C@H]1C[C@@H]([C@H]2[C@@H]3CC[C@@H]4C[C@@](CC[C@@H]4[C@H]3CC[C@]12C)(O)C(F)(F)F)C)COC (3R,5R,8R,9R,10S,13R,14S,15S,17R)-17-((2S,3S)-3-hydroxy-4-methoxybutan-2-yl)-13,15-dimethyl-3-(trifluoromethyl)hexadecahydro-1H-cyclopenta[a]phenanthren-3-ol